COC1=CC=C(C=C1)CCNC [2-(4-methoxyphenyl)-ethyl]-methylamin